decan-biguanide NC(=N)NC(=N)N.CCCCCCCCCC